NC=1C=CC(=C2CN(C(C12)=O)CC(C#N)=C)C1=CC=C2C=NN(C2=C1)CC(F)(F)F 2-({7-amino-1-oxo-4-[1-(2,2,2-trifluoroethyl)-1H-indazol-6-yl]-2,3-dihydro-1H-isoindol-2-yl}methyl)prop-2-enenitrile